ClC=1C=CC=2N(N1)C(=CN2)C=2C=CC1=C(N(C(O1)=O)C)C2 5-(6-chloroimidazo[1,2-b]pyridazin-3-yl)-3-methylbenzo[d]oxazol-2(3H)-one